(R)-3-(3-fluoro-4-(6-(2-cyclopropyl-2H-tetrazol-5-yl)pyridin-3-yl)phenyl)-5-(1-hydroxypropyl)oxazolidin-2-one phosphate P(=O)(O)(O)O.FC=1C=C(C=CC1C=1C=NC(=CC1)C=1N=NN(N1)C1CC1)N1C(O[C@H](C1)C(CC)O)=O